{4-[1-cyclopropyl-4-(trifluoromethyl)imidazol-2-yl]-3-fluoro-5-methoxyphenyl-methyl}-2-[4-cyclopropyl-6-(difluoromethoxy)pyrimidin-5-yl]pyrido[2,3-d]pyrimidin-7-one C1(CC1)N1C(=NC(=C1)C(F)(F)F)C1=C(C=C(C=C1OC)CC=1C=2C(N=C(N1)C=1C(=NC=NC1OC(F)F)C1CC1)=NC(CC2)=O)F